BrC1=CC(=C(CN2CC(NC=3C=NC=4N=C(C=CC4C32)OC)=O)C(=C1)F)F 1-(4-bromo-2,6-difluorobenzyl)-8-methoxy-1,4-dihydropyrazino[2,3-c][1,8]naphthyridine-3(2H)-one